FC1=C(C(=CC=C1)F)C1=CC(=C(N=N1)C(=O)[O-])NC=1C=NN(C1)CCOC 6-(2,6-difluorophenyl)-4-((1-(2-methoxyethyl)-1H-pyrazol-4-yl)amino)pyridazine-3-carboxylate